2,2-dimethyl-N-(2-{3,8,10-trifluoro-6H,11H-chromeno[4,3-b]indol-6-yl}ethyl)-1,3-dioxan-5-amine CC1(OCC(CO1)NCCC1OC2=CC(=CC=C2C=2NC3=C(C=C(C=C3C21)F)F)F)C